ClC1=C(C=C(OC2CCN(CC2)C(=O)OC=2C=NC=C(C2)C(N)=O)C=C1)OCC 5-Carbamoylpyridin-3-yl 4-(4-chloro-3-ethoxyphenoxy)piperidine-1-carboxylate